(E)-3-(p-tolyl)-N-(2-pyridyl)-N-(tetrahydro-furan-2-ylmethyl)prop-2-enamide C1(=CC=C(C=C1)/C=C/C(=O)N(CC1OCCC1)C1=NC=CC=C1)C